BrC=1C(=NC(=NC1)NC=1C=C2C=NN(C2=CC1)C)NC1=C(C=CC=C1)S(=O)(=O)C 5-bromo-N2-(1-methylindazol-5-yl)-N4-(2-methylsulfonylphenyl)pyrimidine-2,4-diamine